1-(methoxymethyl)cyclopropylamine COCC1(CC1)N